2-(3-(2-cyano-2-(6-methoxy-1H-benzo[d]imidazol-2-yl)ethenyl)-2,5-Dimethyl-1H-pyrrol-1-yl)-4,5-dimethylfuran-3-carbonitrile C(#N)C(=CC1=C(N(C(=C1)C)C=1OC(=C(C1C#N)C)C)C)C1=NC2=C(N1)C=C(C=C2)OC